S1C(=NC2=C1C1=CCC3C4C(CCC3C1CC2)CCC4)N 5,5a,5b,6,7,7a,8,9,10,10a,10b,11-dodecahydro-4H-cyclopenta[7,8]phenanthro[2,1-d]thiazol-2-amine